[6-(3-cyclopropyl-1,2,4-triazol-1-yl)-2-azaspiro[3.3]heptan-2-yl]-[3-[6-(trifluoromethyl)pyrimidin-4-yl]oxyazetidin-1-yl]methanone C1(CC1)C1=NN(C=N1)C1CC2(CN(C2)C(=O)N2CC(C2)OC2=NC=NC(=C2)C(F)(F)F)C1